(S)-4-(cyclopropylethynyl)-7-((3-fluoro-2-oxo-4-(trifluoromethyl)pyridin-1(2H)-yl)methyl)-4-(trifluoromethyl)-3,4-dihydroquinazolin-2(1H)-one C1(CC1)C#C[C@@]1(NC(NC2=CC(=CC=C12)CN1C(C(=C(C=C1)C(F)(F)F)F)=O)=O)C(F)(F)F